9-heneicosene-11-ol CCCCCCCCC=CC(CCCCCCCCCC)O